4-[3-(2,4-difluorophenyl)-1-methyl-1H-pyrazol-4-yl]-7-methoxypyrido[3,2-d]pyrimidin-6-amine FC1=C(C=CC(=C1)F)C1=NN(C=C1C=1C2=C(N=CN1)C=C(C(=N2)N)OC)C